COC(C1=C(C(=C(C(=C1)F)OC)F)F)=O methyl-2,3,5-trifluoro-4-methoxybenzoate